(2-hydroxyethyl)thio-1H-pyrrole-2,5-dione OCCSN1C(C=CC1=O)=O